Pyridine-1-carboxylate N1(CC=CC=C1)C(=O)[O-]